[Si](C1=CC=CC=C1)(C1=CC=CC=C1)(C(C)(C)C)OCOC(=O)N1C2COC(C1)C2 (((tert-butyldiphenylsilyl) oxy) methyl)-2-oxa-5-azabicyclo[2.2.1]heptane-5-carboxylate